N=1C=NN2C1C=C(C=C2)OC2=C(C=C(C=C2)NC2=NC=NC1=C2C=2OC[C@H]3N(C2N=C1)CCN(C3)C(=O)OC(C)(C)C)C tert-butyl (S)-4-((4-([1,2,4]triazolo[1,5-a]pyridin-7-yloxy)-3-methylphenyl)amino)-6a,7,9,10-tetrahydropyrazino[1,2-d]pyrimido[5',4':4,5]pyrido[3,2-b][1,4]oxazine-8(6H)-carboxylate